COC[C@@H](C1=CC=CC=C1)NC1=C(C(OC(=C1)C(=O)NC=1SC(=NN1)N1N=CC=C1C)=O)OCCOC (R)-4-((2-methoxy-1-phenylethyl)amino)-3-(2-methoxyethoxy)-N-(5-(5-methyl-1H-pyrazol-1-yl)-1,3,4-thiadiazol-2-yl)-2-oxo-2H-pyran-6-carboxamide